ClC1=NC2=CC3=C(C=C2C(=C1S(=O)(=O)CC)C1=CC=C(C=C1)F)C(NN3)=O 7-chloro-6-ethylsulfonyl-5-(4-fluorophenyl)-1H-pyrazolo[4,3-g]quinolone